C([O-])([O-])=O.[Zr+4].C([O-])([O-])=O zirconium (IV) carbonat